NC=1N(C=2C(=NC=C(C2)C)N1)C 2-amino-1,6-dimethylimidazo[4,5-b]pyridine